FC=1C(=CC(=C(C(=O)N[C@@H](CO)CC)C1)O[C@@H](C)CCC)N1N=C(N(C1=O)C)C(C)C 5-Fluoro-N-[(2R)-1-hydroxybut-2-yl]-4-[4-methyl-5-oxo-3-(prop-2-yl)-4,5-dihydro-1H-1,2,4-triazol-1-yl]-2-[(2S)-pent-2-yloxy]benzamide